CN1CCN(CC1)CCC(=O)N1CCN(C2=CC=CC=C12)CC1=CC=NC=C1 3-(4-methylpiperazin-1-yl)-1-(4-(pyridin-4-ylmethyl)-3,4-dihydroquinoxaline-1(2H)-yl)propan-1-one